CC1(CCC2=C(C=CS2)C1)NC(OCC1=CC=CC=C1)=O benzyl N-(5-methyl-6,7-dihydro-4H-benzothiophen-5-yl)carbamate